COC=1N=C2C(=C3C(=NC2=CC1COCCN1CCCC1)CCC3)NC(COC)C 2-methoxy-N-(1-methoxypropan-2-yl)-3-{[2-(pyrrolidin-1-yl)ethoxy]methyl}-6H,7H,8H-cyclopenta[b]1,5-naphthyridin-9-amine